methyl (E)-8-(2,4-dichlorophenyl)-9-(4-((1-(4-(dimethylamino)-4-oxobut-2-en-1-yl)pyrrolidin-3-yl)methyl)phenyl)-6,7-dihydro-5H-benzo[7]annulene-3-carboxylate ClC1=C(C=CC(=C1)Cl)\C=1\CCCC2=C(/C1/C1=CC=C(C=C1)CC1CN(CC1)CC=CC(=O)N(C)C)C=CC(=C2)C(=O)OC